6-[(E)-2-ethoxyvinyl]-5-fluoro-N-{[4-(1-methyl-1H-pyrazol-4-yl)phenyl]methyl}pyrimidin-4-amine C(C)O/C=C/C1=C(C(=NC=N1)NCC1=CC=C(C=C1)C=1C=NN(C1)C)F